Cl.ClCCN(CC1=CC=CC=C1)CC1=CC=CC=C1 N-(2-chloroethyl)-dibenzylamine hydrochloride